C(C)(C)(C)OC(=O)N1CC(CC1)(C(=O)C1=NC2=CC=CC=C2C=C1)CCC 3-propyl-3-(quinoline-2-carbonyl)pyrrolidine-1-carboxylic acid tert-butyl ester